CC(CCCC1=C(C=C(C=C1)OC)N1CCC(CC1)COC=1C=C(C=CC1)[C@@H](CP(O)(=O)C)C)(C)C ((S)-2-(3-((1-(2-(4,4-dimethylpentyl)-5-methoxyphenyl)piperidin-4-yl)methoxy)phenyl)propyl)(methyl)phosphinic acid